C1(=CC(=CC=C1)C1=NC2=C3N=C(C=CC3=CC=C2C=C1)C1=CC(=CC=C1)Cl)C1=CC=CC=C1 2-([1,1'-biphenyl]-3-yl)-9-(3-chlorophenyl)-1,10-phenanthroline